[C@@H]12OC[C@@H](N(C1)C=1C=C3C(=CC=NC3=CC1)C(=O)OCC)C2 Ethyl 6-((1S,4S)-2-oxa-5-azabicyclo[2.2.1]heptan-5-yl)quinoline-4-carboxylate